S1CCN2C1=NC=CC2=O 2H,3H,5H-[1,3]thiazolo[3,2-a]pyrimidin-5-one